(S,E)-N-(1-cyclopropyl-3-(methylsulfonyl)allyl)-2-(1,1-difluoroethyl)-4-phenoxypyrimidine-5-carboxamide C1(CC1)[C@@H](\C=C\S(=O)(=O)C)NC(=O)C=1C(=NC(=NC1)C(C)(F)F)OC1=CC=CC=C1